(3S,5S,6R)-6-Methyl-2-oxo-5-phenyl-1-(2,2,2-trifluoroethyl)piperidin-3-aminium 4-methylbenzoate CC1=CC=C(C(=O)[O-])C=C1.C[C@@H]1[C@@H](C[C@@H](C(N1CC(F)(F)F)=O)[NH3+])C1=CC=CC=C1